S1(NC=CC2=C1C=CC=C2)=O BENZOTHIAZINON